acrylamide propyltriethylammonium salt C(CC)[N+](CC)(CC)CC.C(C=C)(=O)[NH-]